3-[4-[3-[(3,3-Difluoro-4-piperidyl)oxy]prop-1-ynyl]-3-methyl-2-oxo-benzimidazol-1-yl]piperidine-2,6-dione FC1(CNCCC1OCC#CC1=CC=CC=2N(C(N(C21)C)=O)C2C(NC(CC2)=O)=O)F